Tert-butyl 4-(6-aminopyridazin-3-yl)-piperidine-1-carboxylate NC1=CC=C(N=N1)C1CCN(CC1)C(=O)OC(C)(C)C